3-methylene-1,5-pentanediol C=C(CCO)CCO